CC=1C=CC(=C(C1)CC(CC(=O)OC)=O)[N+](=O)[O-] methyl 4-(5-methyl-2-nitrophenyl)-3-oxobutanoate